1-((1R,5S)-8-(3-Chloro-5-(trifluoromethyl)pyridin-2-yl)-8-azabicyclo[3.2.1]octan-3-yl)-3-(pyridin-3-yl)thiourea ClC=1C(=NC=C(C1)C(F)(F)F)N1[C@H]2CC(C[C@@H]1CC2)NC(=S)NC=2C=NC=CC2